di(tert-butylperoxy)isopropyl-benzene C(C)(C)(C)OOC=1C(=C(C=CC1)C(C)C)OOC(C)(C)C